6-methyl-5-[4-(methylamino)-5h,6h,7h,8h-pyrido[3,4-d]pyrimidine-7-carbonyl]-N-(1-methylcyclopropyl)furo[2,3-d]pyrimidin-4-amine CC1=C(C2=C(N=CN=C2NC2(CC2)C)O1)C(=O)N1CC=2N=CN=C(C2CC1)NC